OC(CCCCCCCCCC(=O)O)CCC(CCCCCCC)O 11,14-Dihydroxyheneicosanoic acid